1-(1,2,3,5,6,7-hexahydro-s-indacen-4-yl)urea, potassium salt [K].C1CCC2=C(C=3CCCC3C=C12)NC(=O)N